Methyl 3-(tert-butoxymethyl)-6-(3-chloro-6-(difluoromethyl)-2-fluorophenyl)pyrazine-2-carboxylate C(C)(C)(C)OCC=1C(=NC(=CN1)C1=C(C(=CC=C1C(F)F)Cl)F)C(=O)OC